(S)-2-(5-((4-((2-chloro-5-(pyridin-3-ylethynyl)pyridin-4-yl)amino)butan-2-yl)oxy)-1-methyl-1H-pyrazol-4-yl)pyrimidin-4-amine ClC1=NC=C(C(=C1)NCC[C@H](C)OC1=C(C=NN1C)C1=NC=CC(=N1)N)C#CC=1C=NC=CC1